5,7-dimethoxy-2-(4-(piperazin-1-yl)phenyl)quinazoline COC1=C2C=NC(=NC2=CC(=C1)OC)C1=CC=C(C=C1)N1CCNCC1